C(C)NC1=CC=CC=C1 Ethylanilin